5,5-dimethyl-3,5,6,7-tetrahydro-4H-cyclopenta[d]pyrimidin-4-one CC1(CCC=2N=CNC(C21)=O)C